ClC1=CC(=C(N=N1)N(C)C)C(=O)OC methyl 6-chloro-3-(dimethylamino)pyridazine-4-carboxylate